C(C)(C)(C)OC(=O)N1C[C@H]([C@@H](CC1)SCC1=NC2=CC(=CC(=C2C(N1)=O)F)NC1CCCC1)C(F)(F)F trans-4-(((7-(cyclopentylamino)-5-fluoro-4-oxo-3,4-dihydroquinazolin-2-yl)methyl)thio)-3-(trifluoromethyl)piperidine-1-carboxylic acid tert-butyl ester